3-(4-cyano-2-methoxy-phenoxy)-5-methyl-6-(p-tolyl)pyridazine-4-carboxylic acid C(#N)C1=CC(=C(OC=2N=NC(=C(C2C(=O)O)C)C2=CC=C(C=C2)C)C=C1)OC